ClC1=CC=C(C=C1)N1N=C(C=C1)OCC1=C(C=CC=C1)[N+](=O)[O-] 1-(4-chlorophenyl)-3-(2-nitrobenzyloxy)-1H-pyrazole